methyl (2R,4R)-4-((3-fluoro-6-((5-methyl-1H-pyrazol-3-yl)amino)-pyridin-2-yl)methyl)-2-methyl-1-((2-(trifluoromethyl)phenyl)sulfonyl)piperidine-4-carboxylate FC=1C(=NC(=CC1)NC1=NNC(=C1)C)C[C@@]1(C[C@H](N(CC1)S(=O)(=O)C1=C(C=CC=C1)C(F)(F)F)C)C(=O)OC